(3S,4R)-3-((R)-8-fluoro-5H-imidazo[5,1-a]isoindol-5-yl)-1-(methylsulfonyl)piperidin-4-ol FC1=CC=C2[C@H](N3C(C2=C1)=CN=C3)[C@@H]3CN(CC[C@H]3O)S(=O)(=O)C